4-((S)-3-((S)-4,4-dimethyl-3-phenylpentanamido)-2-(pyrrolidin-1-yl)propyl)-2-fluoro-N-methylbenzamide CC([C@H](CC(=O)NC[C@H](CC1=CC(=C(C(=O)NC)C=C1)F)N1CCCC1)C1=CC=CC=C1)(C)C